C(C)(C)(C)OC(=O)N(C1=CC=C(S1)C(=O)O)C 5-{[(tert-butoxy)carbonyl](methyl)amino}thiophene-2-carboxylic acid